N-[3-(dimethylamino)propyl]-methylacrylamide CN(CCCNC(C(=C)C)=O)C